C(C)[C@]1(C(OCC=2C(N3CC=4N(C5=CC(=C(C=C5C(C4C3=CC21)=O)F)F)[C@H]2CNCC2)=O)=O)O (S)-4-ethyl-8,9-difluoro-4-hydroxy-11-((R)-pyrrolidin-3-yl)-1H-pyrano[3',4':6,7]indolizino[2,1-b]quinoline-3,6,14(4H,11H,12H)-trione